S(C1=C(C=CC=C1C)C)C1=C(C=CC=C1C)C 4,4'-thiobis(3,5-dimethylbenzene)